C1=CC=CC=2C3=CC=CC=C3C(C12)COC(=O)N[C@@H](CCCCN)C(=O)O 9-fluorenylmethoxycarbonyl-lysine